N-[4-(6-amino-5-chloro-pyrimidin-4-yl)oxy-3-fluoro-phenyl]-1-(4-pyridyl)-5-(trifluoromethyl)pyrazole-4-carboxamide NC1=C(C(=NC=N1)OC1=C(C=C(C=C1)NC(=O)C=1C=NN(C1C(F)(F)F)C1=CC=NC=C1)F)Cl